[O-]S(=O)(=O)C(F)(F)F.C1(=CC=CC=C1)C(=C[S+]1CCCC1)C1=CC=C(C=C1)Br 1-(2-phenyl-2-(4-bromophenyl)vinyl)tetrahydro-1H-thiophen-1-ium triflate